4-{[3-(8-{[(3S,4R)-3-fluoro-1-methylpiperidin-4-yl]amino}-3-[(trifluoromethyl)sulfanyl]imidazo[1,2-a]pyrazin-2-yl)prop-2-yn-1-yl]amino}-3-methoxy-N-methylbenzamide F[C@H]1CN(CC[C@H]1NC=1C=2N(C=CN1)C(=C(N2)C#CCNC2=C(C=C(C(=O)NC)C=C2)OC)SC(F)(F)F)C